2-(3,5-dichloro-4-((4'-chloro-2'-oxospiro[cyclopropane-1,3'-indolin]-5'-yl)oxy)phenyl)-1,2,4-triazine-3,5(2H,4H)-dione ClC=1C=C(C=C(C1OC=1C(=C2C3(C(NC2=CC1)=O)CC3)Cl)Cl)N3N=CC(NC3=O)=O